C(#N)[C@H](C[C@@H]1C(NCCC1)=O)NC(=O)[C@H]1N(C[C@@H]2[C@H]1CC(C2)(F)F)C(=O)C=2NC1=C(C(=CC(=C1C2)F)Cl)F (1S,3aS,6aR)-N-((S)-1-cyano-2-((R)-2-oxopiperidin-3-yl)ethyl)-2-(4,7-difluoro-6-chloro-1H-indole-2-carbonyl)-5,5-difluorooctahydrocyclopenta[c]pyrrole-1-carboxamide